(1-(6-fluoro-7-(2-fluoro-6-hydroxyphenyl)-1-(2-isopropyl-4-methylpyridin-3-yl)-2-oxo-1,2-dihydropyrido[2,3-d]pyrimidin-4-yl)piperidin-4-yl)boronic acid FC1=CC2=C(N(C(N=C2N2CCC(CC2)B(O)O)=O)C=2C(=NC=CC2C)C(C)C)N=C1C1=C(C=CC=C1O)F